3,3,3-trifluoro-2-hydroxy-2-(trifluoromethyl)propionic acid FC(C(C(=O)O)(C(F)(F)F)O)(F)F